N-(3-(cyclopentylsulfonyl)-4-methylphenyl)-6-((1-hydroxy-2-methylpropan-2-yl)amino)-2-(7-azaspiro[3.5]nonan-7-yl)nicotinamide C1(CCCC1)S(=O)(=O)C=1C=C(C=CC1C)NC(C1=C(N=C(C=C1)NC(CO)(C)C)N1CCC2(CCC2)CC1)=O